N1(CCN(CCNCC1)CC(=O)O)CC(=O)O.C(CCCCCCCCCCCCCCCCCCC)NCCN n-eicosyl ethylenediamine 1,4,7-triazacyclononane-1,4-diacetate